N-(6-fluoropyridin-3-yl)propanamide FC1=CC=C(C=N1)NC(CC)=O